OCCN1CCC12CC(C2)C(=O)NC 1-(2-hydroxyethyl)-N-methyl-1-azaspiro[3.3]heptane-6-carboxamide